methyl 3-[[2-(trimethylsilyl)ethoxy]methyl]-1,3-benzodiazole-4-carboxylate C[Si](CCOCN1C=NC2=C1C(=CC=C2)C(=O)OC)(C)C